8-bromo-6-methoxymethoxy-1,2,3,4-tetrahydronaphthalen-1-ol BrC=1C=C(C=C2CCCC(C12)O)OCOC